ethyl 5-fluoro-2-oxopentanoate FCCCC(C(=O)OCC)=O